C1(=CC=CC=C1)C1CC2=C(S1)C=CC=C2 2-phenyl-2,3-dihydrobenzo[b]thiophene